2-(6,7-difluoro-1H-indol-3-yl)-2-oxoacetyl chloride FC1=CC=C2C(=CNC2=C1F)C(C(=O)Cl)=O